ClC=1C=C2C(=NC(=NC2=C(C1C1=C2C(=NNC2=CC=C1C)C1CC1)F)OC[C@H]1N(CCC1)C)N1C[C@H](N(C[C@@H]1C)C(C=C)=O)C 1-((2R,5S)-4-((R)-6-chloro-7-(3-cyclopropyl-5-methyl-1H-indazol-4-yl)-8-fluoro-2-(((S)-1-methylpyrrolidin-2-yl)methoxy)quinazolin-4-yl)-2,5-dimethylpiperazin-1-yl)prop-2-en-1-one